C(C)(C)(C)OC(=O)N1[C@H](CC([C@@H](C1)C)=O)C1=CC=C(C=C1)F.FC(C(F)(F)F)(O[Si](OC(C(F)(F)F)(F)F)(OC(C(F)(F)F)(F)F)C(C(C(C(C(C(C(C(C(C(C(C(C(C(C(C(C(C(F)(F)F)(F)F)(F)F)(F)F)(F)F)(F)F)(F)F)(F)F)(F)F)(F)F)(F)F)(F)F)(F)F)(F)F)(F)F)(F)F)(F)F)(F)F)F |r| perfluorooctadecyl-triethoxysilane rac-tert-butyl-(2R,5R)-2-(4-fluorophenyl)-5-methyl-4-oxo-piperidine-1-carboxylate